6-(2-chloro-3-methoxyphenyl)-2-(methylthio)-N-((tetrahydrofuran-2-yl)methyl)pyrido[3,4-d]pyrimidine-8-amine ClC1=C(C=CC=C1OC)C1=CC2=C(N=C(N=C2)SC)C(=N1)NCC1OCCC1